CC=1N(C(=C(N1)C)C(=O)O)C1COC1.BrC=1C=C(CNC2=C3N=CN(C3=NC(=N2)C#CC)[C@@H]2SC[C@H]([C@H]2O)O)C=CC1 (2R,3R,4S)-2-(6-((3-Bromobenzyl)amino)-2-(prop-1-yn-1-yl)-9H-purin-9-yl)tetrahydrothiophene-3,4-diol Methyl-4-methyl-1-(oxetan-3-yl)-1H-imidazole-5-carboxylate